2-chloro-1-(3,4-difluorophenyl)ethan-1-one ClCC(=O)C1=CC(=C(C=C1)F)F